O1CCN(CC1)C1=C(N=C(S1)C(C)(C)N1CCOCC1)C(=O)NN 5-morpholino-2-(2-morpholinopropane-2-yl)thiazol-4-carbohydrazide